C1(=CC=CC=C1)C1(C(C1)(C)P)C1=CC=CC=C1 (2,2-diphenyl-1-methyl-1-cyclopropyl)phosphine